CP(=O)(C)C1=CC2=C(N(C(=N2)NC(CC2=CC(=C(OC3=C(C(=O)N)C=CC=N3)C=C2)F)=O)CC(F)(F)F)C=C1 2-(4-(2-((5-(dimethyl-phosphoryl)-1-(2,2,2-trifluoroethyl)-1H-benzo[d]imidazol-2-yl)amino)-2-oxoethyl)-2-fluorophenoxy)-nicotinamide